(2S)-N-{bicyclo[1.1.1]pentan-1-yl}-2-({5-[(1S)-1-[(5-chloro-2-methoxypyridin-3-yl)amino]ethyl]thiophen-2-yl}formamido)-3-cyclopentylpropanamide C12(CC(C1)C2)NC([C@H](CC2CCCC2)NC(=O)C=2SC(=CC2)[C@H](C)NC=2C(=NC=C(C2)Cl)OC)=O